3-hydroxy-2-methyl-2-({2-methyl-5-[(2-methyl-1,3-thiazol-4-yl)methoxy]-1-benzothiophen-3-yl}formamido)propanamide OCC(C(=O)N)(NC(=O)C1=C(SC2=C1C=C(C=C2)OCC=2N=C(SC2)C)C)C